NC1=NC=CC=C1S(=O)(=O)NC(=O)C=1C(=NC(=CC1)C1=C(C=C(C=C1)OC)CO)N1C(C[C@@H](C1)C)(C)C N-[(2-Amino-3-pyridyl)sulfonyl]-6-[2-(hydroxymethyl)-4-methoxyphenyl]-2-[(4S)-2,2,4-trimethylpyrrolidin-1-yl]pyridin-3-carboxamid